CIS-Tert-Butyl 3-(8-(Dimethylamino)-2-Oxo-8-Phenyl-1,3-Diazaspiro[4.5]Decan-3-yl)Propanoate CN(C1(CCC2(CN(C(N2)=O)CCC(=O)OC(C)(C)C)CC1)C1=CC=CC=C1)C